CC1=NN2C(C(=CC(=C2)CC2CCC(CC2)(C(=O)OC)C)C)=N1 trans-methyl 4-[(2,8-dimethyl-[1,2,4]triazolo[1,5-a]pyridin-6-yl)methyl]-1-methyl-cyclohexanecarboxylate